ClC1=C(C=C(C(=C1NC=1C(=C2C(N(C=NC2=CC1)C)=O)C)F)F)N(S(=O)(=O)CCC)COCC[Si](C)(C)C N-(2-chloro-3-((3,5-dimethyl-4-oxo-3,4-dihydroquinazolin-6-yl)amino)-4,5-difluorophenyl)-N-((2-(trimethylsilyl)ethoxy)methyl)-propane-1-sulfonamide